2-(5-methoxyquinoline-8-sulfonamido)phenyl[ethynyl]-N,N-dimethylpyridine-2-carboxamide COC1=C2C=CC=NC2=C(C=C1)S(=O)(=O)NC1=C(C=CC=C1)C1=C(C(=NC=C1)C(=O)N(C)C)C#C